2,4,6-Tris(2-hydroxy-4-methoxycarbonylpropyloxyphenyl)-1,3,5-triazine OC1=C(C=CC(=C1)OCCCC(=O)OC)C1=NC(=NC(=N1)C1=C(C=C(C=C1)OCCCC(=O)OC)O)C1=C(C=C(C=C1)OCCCC(=O)OC)O